(S)-4-((S)-2-(2-((4-acetylphenyl)amino)-2-oxoacetamido)propanamido)-5-oxo-6-(2,3,5,6-tetrafluorophenoxy)hexanoic acid C(C)(=O)C1=CC=C(C=C1)NC(C(=O)N[C@H](C(=O)N[C@@H](CCC(=O)O)C(COC1=C(C(=CC(=C1F)F)F)F)=O)C)=O